CC(C(=O)O)N1N=C(C(=CC1=O)C1=CC(=CC(=C1)F)F)C1C(C1)(F)F.FC(NC=1NC(C=2NC=NC2N1)=O)(F)F N-(trifluoromethyl)guanine methyl-2-(3-(2,2-difluorocyclopropyl)-4-(3,5-difluorophenyl)-6-oxopyridazin-1(6H)-yl)acetate